FC1=CC=C(C=C1)C1=C(C=C2CCCN(C2=N1)C(=O)C1=CC=C(C=C1)OC)[Se]C1=CC=CC=C1 (7-(4-fluorophenyl)-6-(phenylseleno)-3,4-dihydro-1,8-naphthyridin-1(2H)-yl)(4-methoxyphenyl)methanone